C1(CC1)C=1C(=NSC1C(=O)NC=1C=NC(=C(C1)C(F)(F)F)N1N=CC=N1)C1=CC=CC=C1 4-CYCLOPROPYL-N-(5-(TRIFLUOROMETHYL)-6-(2H-1,2,3-TRIAZOL-2-YL)PYRIDIN-3-YL)-3-PHENYLISOTHIAZOLE-5-CARBOXAMIDE